tert-Butyl (2R,5S)-2-(5-bromo-2-thienyl)-5-methyl-piperidine-1-carboxylate BrC1=CC=C(S1)[C@@H]1N(C[C@H](CC1)C)C(=O)OC(C)(C)C